(1R,4R)-2,5-diazabicyclo[2.2.1]heptane-3-one [C@H]12NC([C@H](NC1)C2)=O